6-((2,3-dihydrobenzofuran-5-yl)sulfonyl)-2-((4-methyl-1H-pyrazol-3-yl)methyl)phthalazin-1(2H)-one O1CCC2=C1C=CC(=C2)S(=O)(=O)C=2C=C1C=NN(C(C1=CC2)=O)CC2=NNC=C2C